O=C1NC(CCC1N1C(C2=CC=CC(=C2C1)SCCCCCCCC(=O)NC1=CC(=CC=C1)C1=CC=2[C@H]3[C@@H]([C@@H](NC2C=C1)CO)CCN3S(=O)(=O)C3=CC=C(C)C=C3)=O)=O 8-((2-(2,6-dioxopiperidin-3-yl)-1-oxoisoindolin-4-yl)thio)-N-(3-((3aR,4R,9bR)-4-(hydroxymethyl)-1-tosyl-2,3,3a,4,5,9b-hexahydro-1H-pyrrolo[3,2-c]quinolin-8-yl)phenyl)octanamide